rac-ethyl 2-[2-(2,2-difluoroethoxy)phenyl]-6-methyl-3-oxo-2,3,4,5-tetrahydropyridazine-4-carboxylate FC(COC1=C(C=CC=C1)N1N=C(C[C@H](C1=O)C(=O)OCC)C)F |r|